(4-(aminomethyl)piperidin-1-yl)(4-((3-(2,4-dichlorophenyl)imidazo[1,2-a]pyrazin-8-yl)amino)-2-methylphenyl)methanone NCC1CCN(CC1)C(=O)C1=C(C=C(C=C1)NC=1C=2N(C=CN1)C(=CN2)C2=C(C=C(C=C2)Cl)Cl)C